C(C)(C)(C)OC(=O)N1CCN(CC1)C1=NC(N2C3=C(C(=C(C=C13)C(F)(F)F)Cl)SC[C@@H]2CN2CCN(CC2)C(=O)OCC2=CC=CC=C2)=O (S)-benzyl 4-((7-(4-(tert-butoxycarbonyl)piperazin-1-yl)-10-chloro-5-oxo-9-(trifluoromethyl)-3,5-dihydro-2H-[1,4]thiazino[2,3,4-ij]quinazolin-3-yl)methyl)piperazine-1-carboxylate